C(C)(C)C1=NC=CC=C1N 2-Isopropylpyridin-3-Amine